7-chloro-4-methylene-3,4-dihydro-2,6-naphthyridin-1(2H)-one ClC1=NC=C2C(CNC(C2=C1)=O)=C